methyl 3-((7-(2,4-diethylpyrimidin-5-yl)-5-fluoro-3-(N-(4-methoxybenzyl) aminosulfonyl) quinolin-4-yl) amino)-5-morpholinylbenzoate C(C)C1=NC=C(C(=N1)CC)C1=CC(=C2C(=C(C=NC2=C1)S(=O)(=O)NCC1=CC=C(C=C1)OC)NC=1C=C(C(=O)OC)C=C(C1)N1CCOCC1)F